2-amino-5-chloro-N,3-dimethylbenzamide hydrochloride salt Cl.NC1=C(C(=O)NC)C=C(C=C1C)Cl